ClC1=C(C=C(C(=C1)F)C(NC1CC1)=O)C=1C=NN(C1)C1=CN=C(S1)C(=O)N 5-{4-[2-chloro-5-(cyclopropylcarbamoyl)-4-fluorophenyl]-1H-pyrazol-1-yl}-1,3-thiazole-2-carboxamide